(S)-1-(2-((S)-2-Cyanopyrrolidin-1-yl)-2-oxoethyl)-N-(chinolin-3-yl)pyrrolidin-3-carboxamid C(#N)[C@H]1N(CCC1)C(CN1C[C@H](CC1)C(=O)NC=1C=NC2=CC=CC=C2C1)=O